NC=1SC(=CN1)C(=O)NC1=C(C=C(C(=C1)C(NC1=NC=CC=C1)=O)F)C 2-Amino-N-[4-fluoro-2-methyl-5-(pyridin-2-ylcarbamoyl)phenyl]-1,3-thiazole-5-carboxamide